C(CCCCCC)N n-Heptylamin